3-azaspiro[5.5]undecane-3-carboxylic acid methyl ester COC(=O)N1CCC2(CC1)CCCCC2